BrC1=CC=2[C@](C3=CC=CC=C3C2C=C1)(C(=O)N1[C@H]2CC([C@@H]([C@H]1C(=O)N[C@H](C[C@H]1C(NCCC1)=O)C#N)CC2)(F)F)O (1R,3S,4R)-2-((R)-2-bromo-9-hydroxy-9H-fluorene-9-carbonyl)-N-((R)-1-cyano-2-((S)-2-oxopiperidin-3-yl)ethyl)-5,5-difluoro-2-azabicyclo[2.2.2]octane-3-carboxamide